(2-chloro-6-methylbenzoyl)-4-methyl-3-[2-(3-quinolinyl)ethynyl]benzoyl-hydrazine tert-butyl-2-methoxy-5-oxo-spiro[7H-cyclopenta[b]pyridine-6,4'-piperidine]-1'-carboxylate C(C)(C)(C)OC(=O)N1CCC2(CC1)C(C=1C(=NC(=CC1)OC)C2)=O.ClC2=C(C(=O)N(N)C(C1=CC(=C(C=C1)C)C#CC=1C=NC3=CC=CC=C3C1)=O)C(=CC=C2)C